N1=CC(=CC=C1)NC(=O)C=1C=CC(=C2C=CC=NC12)NC1CCN(CC1)C(=O)OC(C)(C)C tert-butyl 4-((8-(pyridin-3-ylcarbamoyl)quinolin-5-yl)amino)piperidine-1-carboxylate